OC1=CC=C2C(C(COC2=C1)C1=C(C(=CC=C1)OC)O)OC 7,2'-dihydroxy-3',4-dimethoxyisoflavane